C(CC=C)OC=1C=2N(C=C(N1)C=1C=C(C=NC1C)[C@@H](C)NCC)C=CN2 (R)-1-(5-(8-(but-3-en-1-yloxy)imidazo[1,2-a]pyrazin-6-yl)-6-methylpyridin-3-yl)-N-ethylethan-1-amine